OC([C@@H](C1=CC=C(C=C1)OCC(CCC)C)NC(C(CNC(OC(C)(C)C)=O)C1=CC=CC=C1)=O)(C)C tert-butyl (3-(((1R)-2-hydroxy-2-methyl-1-(4-((2-methylpentyl)oxy)phenyl)propyl)amino)-3-oxo-2-phenylpropyl)carbamate